C(C)OC1=C(OCC2CNCCO2)C=CC=C1 2-((2-ethoxyphenoxy)methyl)-morpholine